1-[(2R,3S,4R,5R)-4-[(tert-butyldimethylsilyl)oxy]-5-{[(tert-butyldimethylsilyl)oxy]methyl}-5-ethenyl-3-fluorooxolan-2-yl]-3H-pyrimidine-2,4-dione [Si](C)(C)(C(C)(C)C)O[C@H]1[C@@H]([C@@H](O[C@]1(C=C)CO[Si](C)(C)C(C)(C)C)N1C(NC(C=C1)=O)=O)F